2-(3-(4-(1-methyl-4-(trifluoromethyl)-1H-imidazol-2-yl)phenyl)-1,2,4-oxadiazol-5-yl)naphthalen-1-ol CN1C(=NC(=C1)C(F)(F)F)C1=CC=C(C=C1)C1=NOC(=N1)C1=C(C2=CC=CC=C2C=C1)O